tert-butyl (R)-(1-(5-(2-methoxyquinolin-3-yl)-1H-imidazol-2-yl)-2-((5-(methylamino)-4,5-dioxopentyl)oxy)ethyl)carbamate COC1=NC2=CC=CC=C2C=C1C1=CN=C(N1)[C@H](COCCCC(C(=O)NC)=O)NC(OC(C)(C)C)=O